O=S1(CCC(CC1)OC1=CC=C2CCN(CC2=C1)C(C=C)=O)=O 1-(7-((1,1-dioxidotetrahydro-2H-thiopyran-4-yl)oxy)-3,4-dihydroisoquinolin-2(1H)-yl)prop-2-en-1-one